N-(1-(4-((5-(1-(2-hydroxy-2-methylpropyl)-4-methyl-1H-indazol-5-yl)-2,6-naphthyridin-3-yl)amino)-2-(methylsulfonyl)phenyl)pyrrolidin-3-yl)acetamide OC(CN1N=CC2=C(C(=CC=C12)C1=C2C=C(N=CC2=CC=N1)NC1=CC(=C(C=C1)N1CC(CC1)NC(C)=O)S(=O)(=O)C)C)(C)C